COC(=O)C=1NC(=C(C1)C(C)C)Br 5-Bromo-4-isopropyl-1H-pyrrole-2-carboxylic acid methyl ester